[I-].C(CCCCC)N1CN(C=C1)C 1-hexyl-3-methylimidazole iodide salt